NC1=NC=CC=C1C1=NC=2C(=NC(=CC2)N2N=CC=C2)N1C=1C=C2CC[C@@H](C2=CC1)NC(=O)C=1C=CC=C2CCCN(C12)C(C=C)=O N-[(1S)-5-[2-(2-aminopyridin-3-yl)-5-(pyrazol-1-yl)imidazo[4,5-b]pyridin-3-yl]-2,3-dihydro-1H-inden-1-yl]-1-(prop-2-enoyl)-3,4-dihydro-2H-quinoline-8-carboxamide